6-chloro-3-(5-(4-methoxyphenyl)-1-propionyl-4,5-dihydro-1H-pyrazol-3-yl)quinolin-2(1H)-one ClC=1C=C2C=C(C(NC2=CC1)=O)C1=NN(C(C1)C1=CC=C(C=C1)OC)C(CC)=O